2-(dimethylphosphino)benzene-1-carbaldehyde CP(C1=C(C=CC=C1)C=O)C